C(#N)C=1C=C(C=CC1F)NC(=O)C1=C(NC(=C1C)C(C(N[C@H](C(F)(F)F)C)=O)=O)C (S)-N-(3-cyano-4-fluorophenyl)-2,4-dimethyl-5-(2-oxo-2-((1,1,1-trifluoropropan-2-yl)amino)acetyl)-1H-pyrrole-3-carboxamide